(3-(2,6-dioxopiperidin-3-yl)pyridin-4-yl)methyl methanesulfonate CS(=O)(=O)OCC1=C(C=NC=C1)C1C(NC(CC1)=O)=O